COC1=NC=NN2C1=C(C=C2)C=2C=C1C(=NC2)N=C(N1CC1=NC=CC=C1)C 6-(4-methoxypyrrolo[2,1-f][1,2,4]triazin-5-yl)-2-methyl-1-(pyridin-2-ylmethyl)-1H-imidazo[4,5-b]pyridine